(S)-4-ethoxy-6-(1-(5-((3-fluoroazetidin-1-yl)methyl)-7-((2-(methylamino)-1H-imidazol-1-yl)methyl)-1-oxo-3,4-dihydroisoquinolin-2(1H)-yl)ethyl)nicotinonitrile C(C)OC1=CC(=NC=C1C#N)[C@H](C)N1C(C2=CC(=CC(=C2CC1)CN1CC(C1)F)CN1C(=NC=C1)NC)=O